ClC=1C(=C(C=C(C1)C(F)(F)F)[C@]1(CC(=NO1)C1=CC(=C(C(=O)N[C@H]2CC(=NO2)CC(F)(F)F)C=C1)C)C(F)(F)F)F |o1:11,23| rel-4-((R)-5-(3-chloro-2-fluoro-5-(trifluoromethyl)phenyl)-5-(trifluoromethyl)-4,5-dihydro-isoxazol-3-yl)-2-methyl-N-((R*)-3-(2,2,2-trifluoroethyl)-4,5-dihydroisoxazol-5-yl)-benzamide